N-(1-(2-chloro-5-fluorophenyl)-6-(1-(difluoromethyl)-1H-pyrazol-4-yl)-3-oxo-1,2,3,4-tetrahydropyrrolo[1,2-a]pyrazin-8-yl)benzo[d]isothiazole-3-carboxamide ClC1=C(C=C(C=C1)F)C1C=2N(CC(N1)=O)C(=CC2NC(=O)C2=NSC1=C2C=CC=C1)C=1C=NN(C1)C(F)F